4-((1-(5-methoxy-2-(1-methyl-1H-pyrazol-4-yl)-4-nitrophenyl)piperidin-4-yl)methyl)morpholine COC=1C(=CC(=C(C1)N1CCC(CC1)CN1CCOCC1)C=1C=NN(C1)C)[N+](=O)[O-]